C1=CC=C(C=C1)C[C@@H](C(=O)NC2=CC3=CC=CC=C3C=C2)N The molecule is an L-phenylalanine derivative that is the amide obtained by formal condensation of the carboxy group of L-phenylalanine with the amino group of 2-naphthylamine. It has a role as a chromogenic compound. It is a N-(2-naphthyl)carboxamide, an amino acid amide and a L-phenylalanine derivative.